O[C@@H]([C@H](CO[C@H]1O[C@@H]([C@@H]([C@@H]([C@H]1O)O)O)CO)NC(CCCCCCCCCCC1(COC1)C)=O)[C@@H](CCCCCCCCCCCCCC)O N-[(2S,3S,4R)-3,4-dihydroxy-1-{[(2S,3R,4S,5R,6R)-3,4,5-trihydroxy-6-(hydroxymethyl)oxaN-2-yl]Oxy}octadeca-2-yl]-11-(3-Methyloxetan-3-yl)undecanamide